2,4,4-trimethyl-1,6-diaminohexane CC(CN)CC(CCN)(C)C